CC1=NC=C(C=C1NS(=O)(=O)CC1=CC=CC=C1)C(=O)N1CCC(CC1)C1=CC=C(C=C1)OC=1N=NC(=CC1)C(F)(F)F N-(2-methyl-5-(4-(4-((6-(trifluoromethyl)pyridazin-3-yl)oxy)phenyl)piperidine-1-carbonyl)-pyridin-3-yl)-1-phenylmethanesulfonamide